FC1=C(C(=CC(=C1)OC)F)C1C(C(NC1)=O)NC=1OC(=NN1)C1=CC=C(C=C1)C(F)F 4-(2,6-difluoro-4-methoxyphenyl)-3-({5-[4-(difluoromethyl)phenyl]-1,3,4-oxadiazol-2-yl}amino)pyrrolidin-2-one